BrCC=1OC=2C(C1)=C(C(=C(C2)N(C2CCOCC2)CC)CC)C(=O)OC Methyl 2-(bromomethyl)-5-ethyl-6-(ethyl(tetrahydro-2H-pyran-4-yl)amino)benzofuran-4-carboxylate